C1(CC1)C1=NC(=NO1)C1=CC2=C([C@@H](CO2)NC(=O)C2=C(N=CO2)C)C=C1 (S)-N-(6-(5-cyclopropyl-1,2,4-oxadiazol-3-yl)-2,3-dihydrobenzofuran-3-yl)-4-methyloxazole-5-carboxamide